N-[4-[(2-amino-3-nitro-4-pyridyl)oxy]-2,5-difluoro-phenyl]carbamic acid tert-butyl ester C(C)(C)(C)OC(NC1=C(C=C(C(=C1)F)OC1=C(C(=NC=C1)N)[N+](=O)[O-])F)=O